OCC1=CC=C2C=C(C=CN12)C(=O)N(C)C (3S)-3-(hydroxymethyl)-N,N-dimethylindolizine-7-carboxamide